CC(C)C1=CC2=CC=CC=C2C(=C1C(C)C)S(=O)(=O)[O-].[Na+] sodium diisopropylnaphthalenesulphonate